OC=1C(=C(C=NC1C)COC1=C(OP(=O)=N[C@H](C(=O)OCC2CCCC2)C)C=CC=C1)CO (2S)-Cyclopentylmethyl 2-(((5-hydroxy-4-(hydroxymethyl)-6-methylpyridin-3-yl)methoxy)(phenoxy)phosphorylamino)propanoate